3-((tert-butyldimethylsilyl)oxy)-2-oxopropyl (9Z,12Z)-octadeca-9,12-dienoate C(CCCCCCC\C=C/C\C=C/CCCCC)(=O)OCC(CO[Si](C)(C)C(C)(C)C)=O